N4-[2-(dimethylphosphoryl)-4-methylphenyl]-N2-(piperidin-3-yl)-5-(trifluoromethyl)pyrimidin-2,4-diamine CP(=O)(C)C1=C(C=CC(=C1)C)NC1=NC(=NC=C1C(F)(F)F)NC1CNCCC1